4-(R or S)-cyclopropyl-N-((1S)-(5-(cyclopropyl(4,4,4-trifluorobutanamido)-methyl)benzo[d]oxazol-2-yl)(4,4-difluorocyclohexyl)methyl)-1,2,5-oxadiazole-3-carboxamide C1(CC1)C=1C(=NON1)C(=O)N[C@@H](C1CCC(CC1)(F)F)C=1OC2=C(N1)C=C(C=C2)[C@H](NC(CCC(F)(F)F)=O)C2CC2 |o1:29|